10-(3-(pyridin-3-ylsulfonyl)phenyl)-10H-phenoxazine N1=CC(=CC=C1)S(=O)(=O)C=1C=C(C=CC1)N1C2=CC=CC=C2OC=2C=CC=CC12